(2-amino-3-bromo-5-chlorophenyl)methanol NC1=C(C=C(C=C1Br)Cl)CO